C(C)OC1=C(C=CC=C1)[SiH2]OCC 2-ethoxyphenyl-ethoxysilane